N-{[4-(2-{6-[(3R,5R)-3-Amino-5-fluoropiperidine-1-carbonyl]-4-methoxy-3-methylpyrazolo[1,5-a]pyridin-2-yl}-1-(cyclopropylmethyl)-1H-indol-6-yl)phenyl]methyl}methanesulfonamide N[C@H]1CN(C[C@@H](C1)F)C(=O)C=1C=C(C=2N(C1)N=C(C2C)C=2N(C1=CC(=CC=C1C2)C2=CC=C(C=C2)CNS(=O)(=O)C)CC2CC2)OC